C(C1=CC=CC=C1)N1C(=C(C=C1C)C(CN1C(C=CC(=C1)C(C)(C)C)=O)=O)C 1-(2-(1-benzyl-2,5-dimethyl-1H-pyrrol-3-yl)-2-oxoethyl)-5-(tert-butyl)pyridin-2(1H)-one